COC(C1=NC=CC=C1CN1N=C(C=C1C)NC(=O)OC(C)(C)C)=O ((3-((tert-Butoxycarbonyl)amino)-5-methyl-1H-pyrazol-1-yl)methyl)picolinic acid methyl ester